tert-butyl N-[3-({5-bromo-2-[(1-methyl-1H-pyrazol-4-yl)amino]pyrimidin-4-yl}oxy)phenyl]carbamate BrC=1C(=NC(=NC1)NC=1C=NN(C1)C)OC=1C=C(C=CC1)NC(OC(C)(C)C)=O